3-(1-(3-(5-(7,8-dimethyl-[1,2,4]triazolo[1,5-a]pyridin-6-yl)-4-isopropyl-3-methyl-6H-thieno[2,3-b]pyrrol-2-yl)cyclobutyl)-1H-1,2,3-triazol-4-yl)morpholine CC1=C(C=2N(C=C1C1=C(C3=C(N1)SC(=C3C)C3CC(C3)N3N=NC(=C3)C3NCCOC3)C(C)C)N=CN2)C